tert-butyl-6-hydroxy-1,3-dimethyl-3,4-dihydroisoquinoline C(C)(C)(C)C1(N=C(C2=CC=C(C=C2C1)O)C)C